4-{[6-(5-chloro-2-fluorophenyl)pyridazin-4-yl]amino}quinolin-7-yl 4-(2-hydroxyethyl)piperazine-1-carboxylate OCCN1CCN(CC1)C(=O)OC1=CC=C2C(=CC=NC2=C1)NC1=CN=NC(=C1)C1=C(C=CC(=C1)Cl)F